N=1N=CC2=CC=CC(C12)=O 7H-indazol-7-one